N=1C=NN2C1C=C(C=C2)OC2=C(C=C(C=C2)NC2=NC=NC1=CC3=C(C=C21)N2CCN([C@H](CO3)C2)C(C=C)=O)C 1-((10S)-4-((4-([1,2,4]triazolo[1,5-a]pyridin-7-yloxy)-3-methylphenyl)amino)-7,8,10,11-tetrahydro-9H-6,10-methano[1,4,7]oxadiazonino[3,2-g]quinazolin-9-yl)prop-2-en-1-one